N-(3'-chloro-4'-methoxy-2-(2-trityl-2H-tetrazol-5-yl)-[1,1'-biphenyl]-4-yl)-4-methylpiperidine-1-carboxamide ClC=1C=C(C=CC1OC)C1=C(C=C(C=C1)NC(=O)N1CCC(CC1)C)C=1N=NN(N1)C(C1=CC=CC=C1)(C1=CC=CC=C1)C1=CC=CC=C1